OCC=1C(=NC=CC1C1=CN(C(C(=C1)NC1=NC(=CC=C1)N1CCN(CC1)C)=O)C)N1C(C=2N(C=3CCCCC3C2)CC1)=O 2-{3'-Hydroxymethyl-1-methyl-5-[6-(4-methyl-piperazin-1-yl)-pyridin-2-ylamino]-6-oxo-1,6-dihydro-[3,4']bipyridinyl-2'-yl}-3,4,6,7,8,9-hexahydro-2H-pyrazino[1,2-a]indol-1-one